O-acetyl-genistin C(C)(=O)OC=1C=2C(C(=COC2C=C(C1)O[C@H]1[C@H](O)[C@@H](O)[C@H](O)[C@@H](CO)O1)C1=CC=C(O)C=C1)=O